1,4-Bis[4-(4-aminophenoxy)benzoyl]benzene HEXENYL-3-CIS-BUTYRATE ((Z)-hex-3-en-1-yl-BUTYRATE) C(C\C=C/CC)C(C(=O)O)CC.C(=CCCCC)OC(CCC)=O.NC1=CC=C(OC2=CC=C(C(=O)C3=CC=C(C=C3)C(C3=CC=C(C=C3)OC3=CC=C(C=C3)N)=O)C=C2)C=C1